N[C@@H](C)C=1N(C(C2=C(C=CC=C2C1)Cl)=O)C1=CC(=CC=C1)OC 3-[(1S)-1-aminoethyl]-8-chloro-2-(3-methoxyphenyl)-1,2-dihydroisoquinolin-1-one